(2S,4S)-4-(7-bromo-6-fluoro-4-(methylsulfanyl)-8-(trifluoromethyl)-1H-[1,2,3]triazolo[4,5-c]quinolin-1-yl)-2-(cyanomethyl)piperidine-1-carboxylic acid tert-butyl ester C(C)(C)(C)OC(=O)N1[C@@H](C[C@H](CC1)N1N=NC=2C(=NC=3C(=C(C(=CC3C21)C(F)(F)F)Br)F)SC)CC#N